5,7-dinitro-[2,1,3]-benzoxadiazol-4-ol-3-oxide [N+](=O)([O-])C1=C(C=2C(=NO[N+]2[O-])C(=C1)[N+](=O)[O-])O